3-(3-fluorophenyl)-1,2-oxazolidine FC=1C=C(C=CC1)C1NOCC1